ClC=1C=C(C=C(C1)[N+](=O)[O-])NC(C1=C(C=C(C=C1)C(F)(F)F)[N+](=O)[O-])=O N-(3-chloro-5-nitrophenyl)-2-nitro-4-(trifluoromethyl)benzamide